2-(1,3-benzodiazol-1-yl)ethanamine N1(C=NC2=C1C=CC=C2)CCN